3-((1-(1-(2-hydroxyethyl)-1H-pyrazol-4-yl)-1H-benzo[d]imidazol-5-yl)ethynyl)-4-methyl-N-(4-(trifluoromethyl)pyridin-2-yl)benzamide OCCN1N=CC(=C1)N1C=NC2=C1C=CC(=C2)C#CC=2C=C(C(=O)NC1=NC=CC(=C1)C(F)(F)F)C=CC2C